N-(2-fluoro-4-(methyl(piperidin-4-yl)amino)phenyl)-7-methoxy-2-methylimidazo[1,2-a]pyridine-6-carboxamide FC1=C(C=CC(=C1)N(C1CCNCC1)C)NC(=O)C=1C(=CC=2N(C1)C=C(N2)C)OC